C1(CC1)CC=1C2=C(SC1C#CC)C(=CC=C2)NC2CCN(CC2)C(CN(C)C)=O 3-(3-(cyclopropylmethyl)-7-((1-(dimethylglycyl)piperidin-4-yl)amino)benzo[b]thiophen-2-yl)prop-2-yn